FC=1C(=C(C=CC1F)SCC1=CC=CC=C1)C benzyl (3,4-difluoro-2-methylphenyl) sulfide